N1C(=CC=C1)\C=C\1/C(NC2=CC=C(C=C12)NCC1=CC(=CC=C1)Cl)=O (Z)-3-((1H-pyrrol-2-yl)methylene)-5-((3-chlorobenzyl)amino)indolin-2-one